FC=1C=C(C=CC1OC)C1=CN=C2N1C=CN=C2NC2=CC(=C(C=C2)C(=O)N2CCC(CC2)N2CCC(CC2)O)C [4-[[3-(3-fluoro-4-methoxyphenyl)imidazo[1,2-a]pyrazin-8-yl]amino]-2-methylphenyl]-[4-(4-hydroxypiperidin-1-yl)piperidin-1-yl]methanone